Methyl 3-((6-chloro-4-methoxypyridin-3-yl)carbamoyl)-3-(2-isopropylphenyl)azetidine-1-carboxylate ClC1=CC(=C(C=N1)NC(=O)C1(CN(C1)C(=O)OC)C1=C(C=CC=C1)C(C)C)OC